COCCOCC=1C=C2C=C(NC2=C(C1)NC(CCC)C)C1=CC=CC=C1 5-(2-methoxyethoxymethyl)-N-(1-methylbutyl)-2-phenyl-1H-indol-7-amine